lactose erucate C(CCCCCCCCCCC\C=C/CCCCCCCC)(=O)O.OC1[C@H](O)[C@@H](O)[C@H](O[C@H]2[C@H](O)[C@@H](O)[C@@H](O)[C@H](O2)CO)[C@H](O1)CO